FC=1C=C(C(=O)NCC2CCC(CC2)N2N=C3C=C(C=CC3=C2)C=2C=NN(C2)C2COC2)C=C(C1O)F 3,5-difluoro-4-hydroxy-N-{[(1r,4r)-4-{6-[1-(oxetan-3-yl)-1H-pyrazol-4-yl]-2H-indazol-2-yl}cyclohexyl]methyl}benzamide